FC1([C@H](CN(CC1)C(=O)NC1=CC=C(C=C1)OC(F)(F)F)NS(=O)(=O)C=C)F (S)-4,4-difluoro-N-(4-(trifluoromethoxy)phenyl)-3-(vinyl-sulfonamido)piperidine-1-carboxamide